(2R)-2-methyl-4-(2-oxo-3H-1,3-benzoxazol-6-yl)piperidine-1-carboxylic acid tert-butyl ester C(C)(C)(C)OC(=O)N1[C@@H](CC(CC1)C1=CC2=C(NC(O2)=O)C=C1)C